N-((3S,4S)-3-((6-(2,6-difluoro-3,5-dimethoxyphenyl)-8-phenylpyrido[3,4-d]pyrimidin-2-yl)amino)tetrahydro-2H-pyran-4-yl)acrylamide FC1=C(C(=C(C=C1OC)OC)F)C1=CC2=C(N=C(N=C2)N[C@@H]2COCC[C@@H]2NC(C=C)=O)C(=N1)C1=CC=CC=C1